6-(2-chloro-4-fluoro-5-methoxy-phenyl)-3-[5-(cyclopropyloxy)-3-pyridinyl]-1H-thieno[3,2-d]pyrimidine-2,4-dione ClC1=C(C=C(C(=C1)F)OC)C1=CC=2NC(N(C(C2S1)=O)C=1C=NC=C(C1)OC1CC1)=O